NC1CC(CC1)NS(=O)(=O)C1=CN=C(N1)C(C1=CC(=C(C=C1)F)Cl)C1=CC(=C(C=C1)F)Cl N-(3-aminocyclopentyl)-2-(bis(3-chloro-4-fluorophenyl)methyl)-1H-imidazole-5-sulfonamide